4-(2-(4-(1H-pyrazol-1-yl)phenyl)-6-(4-(methylsulfonyl)piperazin-1-carbonyl)pyrimidin-4-yl)butyraldehyde N1(N=CC=C1)C1=CC=C(C=C1)C1=NC(=CC(=N1)CCCC=O)C(=O)N1CCN(CC1)S(=O)(=O)C